COC(C1=C(C=C(C=C1O)OC1CCCCCC1)C=CC1=CC=C(C=C1)F)=O methyl-4-(cycloheptyloxy)-2-(4-fluoro-styryl)-6-hydroxybenzoate